ClC(C(=O)O)Cl.[Pb] lead dichloroacetic acid